4-(6-fluoro-4-iodopyridin-2-yl)morpholine FC1=CC(=CC(=N1)N1CCOCC1)I